FC(C=1N=C(OC1C(=O)N1[C@@H](C2=C(CC1)NC=N2)C=2OC1=C(N2)C=C(C=C1)F)N1CCOCC1)F (S)-(4-(difluoromethyl)-2-morpholinooxazol-5-yl)(4-(5-fluorobenzo[d]oxazol-2-yl)-6,7-dihydro-1H-imidazo[4,5-c]pyridin-5(4H)-yl)methanone